C(C)(C)(C)OC(=O)N1C(C(=C(C1)C)CCS(=O)C1=CC=C(C)C=C1)=O 1-tert-butoxycarbonyl-3-p-toluenesulfinylethyl-4-methyl-1,5-dihydro-2H-2-pyrrolone